ClC1=NC=CC(=C1N1C(C2=CC(=C(C=C2C(=C1)C(C)C)F)F)=O)C (2-Chloro-4-methylpyridin-3-yl)-6,7-difluoro-4-isopropylisoquinolin-1(2H)-one